CN(C1=C(C=CC=C1)NC(=O)CCC(=O)O)C 3-([2-(DIMETHYLAMINO)PHENYL]CARBAMOYL)PROPANOIC ACID